(R)-4-(3-fluoro-2-((R)-1-fluoroethyl) phenyl)-2-(fluoromethyl)-5-oxo-1,4,5,7-tetrahydrofuro[3,4-b]pyridine-3-carboxylate FC=1C(=C(C=CC1)[C@H]1C2=C(NC(=C1C(=O)[O-])CF)COC2=O)[C@@H](C)F